5-bromo-3-(2,2,2-trifluoroethyl)-1-[[2-(trimethylsilyl)ethoxy]methyl]pyrazolo[3,4-b]pyridine BrC=1C=C2C(=NC1)N(N=C2CC(F)(F)F)COCC[Si](C)(C)C